C(C)C=1N=C(SC1)[C@H](CC1=CC=C(C=C1)NS(=O)(=O)O)NC([C@H](CC1=CC=CC=C1)NC(=O)OC)=O 4-{(S)-2-(4-ethylthiazol-2-yl)-2-[(S)-2-(methoxycarbonylamino)-3-phenylpropionylamino]ethyl}phenylaminosulfonic acid